5-Chloro-6,7-difluoro-N-((3R,4R)-4-methylpyrrolidin-3-yl)-1H-indole-2-carboxamide ClC=1C=C2C=C(NC2=C(C1F)F)C(=O)N[C@H]1CNC[C@H]1C